C1(=C(C=CC=C1)N1C(C=2N(C3=CC=C(C=C13)C(F)(F)F)C=CN2)=O)C 5-(o-tolyl)-7-(trifluoromethyl)imidazo[1,2-a]quinoxalin-4(5H)-one